C(C)(C)(C)C1=CC=C(C=C1)C1OC2=CC(=NC(NS(C=3C=CC=C(C(N[C@@H]1CC(C)C)=O)C3)(=O)=O)=N2)C2=C(C=CC=C2C)C (11R)-10-(4-tert-Butylphenyl)-6-(2,6-dimethylphenyl)-11-isobutyl-2,2-dioxo-9-oxa-2λ6-thia-3,5,12,19-tetrazatricyclo[12.3.1.14,8]nonadeca-1(18),4(19),5,7,14,16-hexaen-13-one